((4-(5-phenyl-1,2,4-oxadiazol-3-yl)naphthalen-1-yl)methyl)azetidine-3-carboxylic acid hydrochloride Cl.C1(=CC=CC=C1)C1=NC(=NO1)C1=CC=C(C2=CC=CC=C12)CN1CC(C1)C(=O)O